Potassium magnesium calcium [Ca].[Mg].[K]